C(C1=CC=CC=C1)N1C[C@H](C[C@H](C1)O[Si](C)(C)C(C)(C)C)O (3s,5r)-1-benzyl-5-((tert-butyldimethylsilyl)oxy)piperidin-3-ol